O[C@H](CNC(C1=NC=C(C=C1)NC=1OC(=CN1)C1=CC=C(C=C1)C(F)(F)F)=N)CO |r| rac-N-(2,3-dihydroxypropyl)-5-((5-(4-(trifluoromethyl)phenyl)oxazol-2-yl)amino)picolinimidamide